ClC1=CC2=C(N(C(C(N2C)=O)=O)C2CCN(CC2)C2=NC=C(C=N2)COCC(C(=O)OC)(C)C)N=C1 methyl 3-((2-(4-(7-chloro-1-methyl-2,3-dioxo-2,3-dihydropyrido[2,3-b]pyrazin-4(1H)-yl)piperidin-1-yl)pyrimidin-5-yl)methoxy)-2,2-dimethylpropanoate